COC1=CC=C(C=C1)CN(S(=O)(=O)C1CC1)C1=NC(=NC=C1)C1=NC=CN=C1 N-[(4-methoxyphenyl)methyl]-N-[2-(pyrazin-2-yl)pyrimidin-4-yl]cyclopropanesulfonamide